racemic-4-(1-(4-fluorophenyl)propyl)-1-(2-(pyrimidin-4-yl)nicotinoyl)piperidine-4-carbonitrile FC1=CC=C(C=C1)[C@@H](CC)C1(CCN(CC1)C(C1=C(N=CC=C1)C1=NC=NC=C1)=O)C#N |r|